C1(CC1)C(C(=O)O)NCC 2-CYCLOPROPYL-2-(ETHYLAMINO)ACETIC ACID